2-(cyclobutylsulfanylmethylsulfanyl)-6-[4-(methoxymethoxy)phenyl]-4-(1-methylpyrazol-4-yl)pyridine-3-carbonitrile C1(CCC1)SCSC1=NC(=CC(=C1C#N)C=1C=NN(C1)C)C1=CC=C(C=C1)OCOC